(R)-((1-(4-((5-cyclopropyl-1H-pyrazol-3-yl)amino)pyrimidin-2-yl)pyrrolidin-3-yl)methyl)carbamic acid tert-butyl ester C(C)(C)(C)OC(NC[C@@H]1CN(CC1)C1=NC=CC(=N1)NC1=NNC(=C1)C1CC1)=O